3-(4-methoxypyridin-3-yl)-2-[4-(1,3-thiazol-5-yl)piperidin-1-yl]benzonitrile COC1=C(C=NC=C1)C=1C(=C(C#N)C=CC1)N1CCC(CC1)C1=CN=CS1